FC(CC(C(=O)NC1=NC=CC(=C1)C1=C(C2=NC(=CC=C2N1)F)C1=NC=C(C=C1)F)C1=CC=C(C=C1)F)F 4,4-difluoro-N-{4-[5-fluoro-3-(5-fluoropyridin-2-yl)-1H-pyrrolo[3,2-b]pyridin-2-yl]pyridin-2-yl}-2-(4-fluorophenyl)butanamide